THIENO[2,3-B]PYRROLE-5-CARBOXAMIDE S1C=CC2=C1NC(=C2)C(=O)N